(S)-2-(4-(2-(hydroxymethyl)pyrrolidin-1-yl)-2-((1-(3,4,5-trimethoxyphenyl)-1H-imidazol-4-yl)amino)-5,6-dihydropyrido[3,4-d]pyrimidin-7(8H)-yl)acetamide OC[C@H]1N(CCC1)C=1C2=C(N=C(N1)NC=1N=CN(C1)C1=CC(=C(C(=C1)OC)OC)OC)CN(CC2)CC(=O)N